3-[4-(2-oxa-6-azaspiro[3.3]heptan-6-yl)anilino]pyrazine-2-carboxamide C1OCC12CN(C2)C2=CC=C(NC=1C(=NC=CN1)C(=O)N)C=C2